tert-butyl 4-amino-3-methylbutanoate NCC(CC(=O)OC(C)(C)C)C